6-cyclopropyl-4-(2-methoxyphenyl)nicotinic acid ethyl ester C(C)OC(C1=CN=C(C=C1C1=C(C=CC=C1)OC)C1CC1)=O